(R)-3-((1-(4-fluorophenyl)-4a-picolinoyl-4a,5,7,8-tetrahydro-1H-pyrazolo[3,4-g]isoquinolin-6(4H)-yl)sulfonyl)benzonitrile FC1=CC=C(C=C1)N1N=CC2=C1C=C1CCN(C[C@]1(C2)C(C2=NC=CC=C2)=O)S(=O)(=O)C=2C=C(C#N)C=CC2